O.Cl mono-hydrochloride mono-hydrate